BrC=1C=C(C(=NC1)C=O)NC(C[C@@H](C1=CC=CC=C1)NC(OC(C)(C)C)=O)=O tert-butyl N-[(1S)-3-[(5-bromo-2-formyl-3-pyridyl)amino]-3-oxo-1-phenyl-propyl]carbamate